ClC=1C=NC=CC1C1=NC(=C(C=C1)CNC)OC 3'-chloro-6-methoxy-5-((methylamino)methyl)-[2,4'-bipyridin]